1-(4-(2-(4-acetamidopiperidin-1-yl)-4-(trifluoromethyl)benzyl)piperazine-1-carbonyl)-1H-pyrazole-3-carboxylic acid C(C)(=O)NC1CCN(CC1)C1=C(CN2CCN(CC2)C(=O)N2N=C(C=C2)C(=O)O)C=CC(=C1)C(F)(F)F